(R)-(-)-pyrrolidine-3-carboxylic acid C1CNC[C@@H]1C(=O)O